N1N=CC(=C1)C1=CNC2=C(C=CC=C12)C(=O)O 3-(1H-pyrazol-4-yl)-1H-indole-7-carboxylic acid